[V].BrC1=CC=CN2C(=C(C=C12)C1=NOC(=N1)CNC(OC(C)(C)C)=O)SC(F)(F)F tert-butyl N-[(3-{8-bromo-3-[(trifluoromethyl)sulfanyl]indolizin-2-yl}-1,2,4-oxadiazol-5-yl)methyl]carbamate vanadium